3-(azetidin-3-yl)-4-methyl-1-(4-(trifluoromethoxy)phenyl)-1H-pyrazolo[3,4-b]pyridine N1CC(C1)C1=NN(C2=NC=CC(=C21)C)C2=CC=C(C=C2)OC(F)(F)F